NCC(=O)O.C(CO)(=O)NC1=C(C(=O)N)C=CC=C1 glycolylaminobenzamide (glycinate)